4-(4,4,5,5-tetramethyl-1,3,2-dioxaborolan-2-yl)-2-(trifluoromethoxy)benzonitrile CC1(OB(OC1(C)C)C1=CC(=C(C#N)C=C1)OC(F)(F)F)C